N[C@H](C(=O)O)CC1=CN(C2=CC=CC=C12)CCC1=CC=CC=C1 (2S)-2-amino-3-[1-(2-phenylethyl)-1H-indol-3-yl]propanoic acid